bisfluorosulfonyl-amid FS(=O)(=O)[N-]S(=O)(=O)F